FC1=CC=CC(=N1)C#N 6-fluoro-pyridine-2-carbonitrile